2-[4-(4-carboxyphenyl)-6-(4-hydroxypiperidin-1-yl)pyrimidin-2-ylamino]-4-methylthiazole-5-carboxylic acid ethyl ester C(C)OC(=O)C1=C(N=C(S1)NC1=NC(=CC(=N1)C1=CC=C(C=C1)C(=O)O)N1CCC(CC1)O)C